1-pentyl-amine C(CCCC)N